NC1=C(C=C(C=N1)NC(C(=O)N1[C@H](CC[C@@H](C1)C)C1=CC=C(C=C1)OCCN(C)C)=O)CC N-(6-amino-5-ethylpyridin-3-yl)-2-((2R,5S)-2-(4-(2-(dimethylamino)ethoxy)phenyl)-5-methylpiperidin-1-yl)-2-oxoacetamide